ClC1=C(C=CC(=C1)C)N(C=1C=CC(=C(C(=O)N2CCN(CC2)CC2=NC3=C(N2C[C@H]2OCC2)C=C(C=C3)C(=O)O)C1)C)C 2-[(4-{5-[(2-chloro-4-methylphenyl)(methyl)amino]-2-methylbenzoyl}piperazin-1-yl)methyl]-1-{[(2S)-oxetan-2-yl]methyl}-1H-1,3-benzodiazole-6-carboxylic acid